3-isocyanato-4,5,6,7-tetrahydro-1H-indole N(=C=O)C1=CNC=2CCCCC12